4-(4-bromophenyl)-1-(methyl-d3)piperidine BrC1=CC=C(C=C1)C1CCN(CC1)C([2H])([2H])[2H]